ClC=1C(=CC(=C(C=O)C1)O)OCC=1C(N(C=CC1)C1=CC2=C(OCCO2)C=C1)=O 5-chloro-4-((1-(2,3-dihydrobenzo[b][1,4]dioxin-6-yl)-2-oxo-1,2-dihydropyridin-3-yl)methoxy)-2-hydroxybenzaldehyde